ClC1=NC=NC(=C1C)Cl 4,6-dichloro-5-methylpyrimidine